(4-{4-amino-7-[1-(2-methoxyethyl)piperidin-4-yl]pyrrolo[2,1-f][1,2,4]triazin-5-yl}phenyl)-2-oxo-1-phenyl-1,2-dihydropyridine-3-carboxamide NC1=NC=NN2C1=C(C=C2C2CCN(CC2)CCOC)C2=CC=C(C=C2)C2=C(C(N(C=C2)C2=CC=CC=C2)=O)C(=O)N